2-[(5-methoxy-2-nitro-phenyl)methyl]-2-methyl-malonic acid dimethyl ester COC(C(C(=O)OC)(C)CC1=C(C=CC(=C1)OC)[N+](=O)[O-])=O